(1-diazo-Dimethyl 2-oxopropyl)phosphonate [N+](=[N-])=C(C(C(C)C)=O)P([O-])([O-])=O